(2R)-1-[4-[amino(4,5-dichloro-2-hydroxyphenyl)methyl]-4-methylpiperidin-1-yl]-2,3-dihydroxypropan-1-one NC(C1(CCN(CC1)C([C@@H](CO)O)=O)C)C1=C(C=C(C(=C1)Cl)Cl)O